NC1=C(N=CC(=N1)N1CCC(CC1)(C)NC(OC(C)(C)C)=O)SC1=C(C(=CC=C1)N)Cl tert-butyl N-(1-{6-amino-5-[(3-amino-2-chlorophenyl)sulfanyl] pyrazin-2-yl}-4-methylpiperidin-4-yl)carbamate